tert-butyl 3-cyano-3-(2-nitrobenzyl)azetidine-1-carboxylate C(#N)C1(CN(C1)C(=O)OC(C)(C)C)CC1=C(C=CC=C1)[N+](=O)[O-]